(2-(((tert-butoxycarbonyl)(methyl)amino)methyl)pyridin-3-yl)boronic acid C(C)(C)(C)OC(=O)N(C)CC1=NC=CC=C1B(O)O